CC1([C@@H](COC1)N1C=NC=2C=NC(=CC21)C(=O)[O-])C 1-[(3S)-4,4-dimethyltetrahydrofuran-3-yl]imidazo[4,5-c]pyridine-6-carboxylate